O=C1NCCC(N1)=O 2,4-Dioxotrihydropyrimidine